N-(3-(1H-pyrazol-1-yl)benzyl)-N-(3-methoxybenzyl)-4-((2-(3-methoxybenzyloxy)ethoxy)methyl)aniline N1(N=CC=C1)C=1C=C(CN(C2=CC=C(C=C2)COCCOCC2=CC(=CC=C2)OC)CC2=CC(=CC=C2)OC)C=CC1